OC1=CCC(C=C1)=O 4-hydroxybenzeneOne